ClC1=CC=2[C@@](C3=CC=CC=C3C2C=C1)(C(=O)N1[C@H]2CC([C@@H]([C@H]1C(=O)N[C@H](C[C@H]1C(NCCC1)=O)C#N)CC2)(F)F)O (1R,3S,4R)-2-((S)-2-chloro-9-hydroxy-9H-fluorene-9-carbonyl)-N-((R)-1-cyano-2-((S)-2-oxopiperidin-3-yl)ethyl)-5,5-difluoro-2-azabicyclo[2.2.2]octane-3-carboxamide